1-(4-chlorophenyl)-5-(3-cyanophenyl)-4-methyl-1H-pyrazole-3-carboxylic acid ClC1=CC=C(C=C1)N1N=C(C(=C1C1=CC(=CC=C1)C#N)C)C(=O)O